C(=C)C1=CC=[N+](C=C1)[O-] 4-vinylpyridine N-oxide